COC(/C(=N/OC)/C1=C(C(=CC=C1)C)CBr)=O (2E)-2-[2-(bromomethyl)-3-methyl-phenyl]-2-Methoxyimino-acetic acid methyl ester